COC(=O)C1=NC=C(C=C1)C1=CC=C(C=C1)N 5-(4-aminophenyl)pyridine-2-carboxylic acid methyl ester